FC(C=1C=C(C=C(C1)C(F)(F)F)C1=NC=2C(=NC(=C(C2)I)NCCC)N1S(=O)(=O)CC)(F)F 2-(3,5-bis(trifluoromethyl)phenyl)-3-(ethylsulfonyl)-6-iodo-N-propyl-3H-imidazo[4,5-b]pyridin-5-amine